2-(1,4-Dioxaspiro[4.5]dec-8-yl)acetic acid ethyl ester C(C)OC(CC1CCC2(OCCO2)CC1)=O